OC(=O)C(F)(F)F.N1C(CCC1)C1=NOC(=N1)C1=CC=C2C=CC(=CC2=C1)C#N 7-(3-(pyrrolidin-2-yl)-1,2,4-oxadiazol-5-yl)-2-naphthonitrile TFA salt